(Sa)-N-[6-(6-chlorooxazolo[5,4-b]pyridin-2-yl)spiro[3.3]heptan-2-yl]-5-cyclopropylsulfonyl-furan-2-carboxamide ClC=1C=C2C(=NC1)OC(=N2)C2CC1(CC(C1)NC(=O)C=1OC(=CC1)S(=O)(=O)C1CC1)C2